OCC1=CN=CC(=N1)C1=NN(C2=CC=CC=C12)C1OCCCC1 3-[6-(hydroxymethyl)pyrazin-2-yl]-1-tetrahydropyran-2-yl-indazol